1-methyl-1H-pyrrolo[2,3-b]pyridine-3-carboxamide CN1C=C(C=2C1=NC=CC2)C(=O)N